BrC1=CC=CC(=N1)C(CCN1CCCC1)(O)C1=CC=C(C=C1)C 1-(6-bromo-2-pyridinyl)-3-(1-pyrrolidinyl)-1-p-methylphenyl-1-propanol